CC1(OB(OC1(C)C)C=1C=C2COC3(C2=CC1)CC3)C 4,4,5,5-tetramethyl-2-(3'H-spiro[cyclopropane-1,1'-isobenzofuran]-5'-yl)-1,3,2-dioxaborolane